cis-1-(2-acetylhydrazine-1-carbonyl)-3-methyl-N-(3-(1-methyl-1H-pyrazol-3-yl)-4-(trifluoromethyl)phenyl)-6-azabicyclo[3.1.1]heptane-6-carboxamide C(C)(=O)NNC(=O)C12CC(CC(N1C(=O)NC1=CC(=C(C=C1)C(F)(F)F)C1=NN(C=C1)C)C2)C